2,6-diisopropoxy-1,1'-biphenyl C(C)(C)OC1=C(C(=CC=C1)OC(C)C)C1=CC=CC=C1